1-N'-[4-[7-[1-(difluoromethyl)pyrazol-4-yl]quinolin-4-yl]oxy-2,5-difluorophenyl]-1-N-(4-fluorophenyl)cyclopropane-1,1-dicarboxamide FC(N1N=CC(=C1)C1=CC=C2C(=CC=NC2=C1)OC1=CC(=C(C=C1F)NC(=O)C1(CC1)C(=O)NC1=CC=C(C=C1)F)F)F